N[C@H](C(=O)[O-])CCCC(=O)[O-] L-2-Aminoadipate